OC(CCCCCC(=O)OC\C=C/CCCCCC)CN(CCCN(C(CN(CC(N(CCCN(CC(CCCCCC(=O)OC\C=C/CCCCCC)O)CC(CCCCCC(OC\C=C/CCCCCC)=O)O)C)=O)C)=O)C)CC(CCCCCC(=O)OC\C=C/CCCCCC)O di((Z)-non-2-en-1-yl) 7,25-dihydroxy-9,23-bis(2-hydroxy-8-(((Z)-non-2-en-1-yl)oxy)-8-oxooctyl)-13,16,19-trimethyl-14,18-dioxo-9,13,16,19,23-pentaazahentriacontanedioate